2,6-dibromo-4-aminobenzoic acid BrC1=C(C(=O)O)C(=CC(=C1)N)Br